C(C)(C)(C)C=1C=C(N(N1)C1=CSC=C1)NC(=O)NC1=CC=C(C2=CC=CC=C12)OCCN1CCOCC1 1-[5-tert-butyl-2-(thiophen-3-yl)-2H-pyrazol-3-yl]-3-[4-(2-morpholin-4-yl-ethoxy)naphthalen-1-yl]-urea